3-(4-(trifluoromethoxy)phenyl)propanoate FC(OC1=CC=C(C=C1)CCC(=O)[O-])(F)F